O1COC2=C1C=CC=C2CNCC2=CC(=NC=C2)N2CCC(CC2)OC N-(1,3-benzodioxol-4-ylmethyl)-1-[2-(4-methoxy-1-piperidyl)-4-pyridyl]methanamin